C(C(=C)C)(=O)OCCCC[Si](OC)(OC)C1=CC=CC=C1 {4-(methacryloyloxy)butyl}phenyldimethoxysilane